(1R,2S)-1-((2,4,6-trimethylphenyl)sulfonamido)-2,3-dihydro-1H-inden-2-yl (S)-2-(2-hydroxypropan-2-yl)thiazole-5-sulfinate OC(C)(C)C=1SC(=CN1)[S@@](=O)O[C@@H]1[C@@H](C2=CC=CC=C2C1)NS(=O)(=O)C1=C(C=C(C=C1C)C)C